6-Amino-7-(3-benzyloxy-2,6-dimethyl-phenyl)-3-(2-fluorophenyl)benz-imidazole-5-carbonitrile NC=1C(=CC2=C(N=CN2C2=C(C=CC=C2)F)C1C1=C(C(=CC=C1C)OCC1=CC=CC=C1)C)C#N